CCCCCC r-hexane